1-(3-oxabicyclo[3.1.0]hexan-6-yl)-N-((5-phenyl-1,3,4-thiadiazol-2-yl)methyl)-1H-1,2,3-triazole-4-carboxamide C12COCC2C1N1N=NC(=C1)C(=O)NCC=1SC(=NN1)C1=CC=CC=C1